BrC=1C=C2C(=NC1)COCC2O 3-bromo-5H,6H,8H-pyrano[3,4-b]pyridin-5-ol